(+)-6-[2-(2-chloro-4-fluorophenyl)-6-(hydroxymethyl)-4,5,6,7-tetrahydropyrazolo[1,5-a]pyrimidin-3-yl]-2-(2-methylphenyl)pyridazin-3(2H)-one ClC1=C(C=CC(=C1)F)C1=NN2C(NCC(C2)CO)=C1C=1C=CC(N(N1)C1=C(C=CC=C1)C)=O